S-(2-hydroxyethyl) thiobutyrate C(CCC)(=O)SCCO